S-methyl O-(1-oxaspiro(4.4)nonan-3-yl) carbonodithioate C(OC1COC2(C1)CCCC2)(=S)SC